N=1C=NN2C1C=CC(=C2)C=2N(N=C1C2N=CN(C1=O)C1=CC=C(C=C1)O)C1=NC(=CC=C1)C 3-([1,2,4]triazolo[1,5-a]pyridin-6-yl)-6-(4-hydroxyphenyl)-2-(6-methylpyridin-2-yl)-2H-pyrazolo[4,3-d]pyrimidin-7(6H)-one